((2R,5S)-2-methyl-5-phenylpiperazin-1-yl)(1-(trifluoromethyl)cyclopropyl)methanone C[C@H]1N(C[C@@H](NC1)C1=CC=CC=C1)C(=O)C1(CC1)C(F)(F)F